Ethyl 2-(5-Bromo-3-chloropyridin-2-yl)-2-cyanoacetate BrC=1C=C(C(=NC1)C(C(=O)OCC)C#N)Cl